(S)-4-methyl-2-(4-methylphenyl-sulphonylamino)-N-(5-morpholinothiazol-2-yl)pentanamide CC(C[C@@H](C(=O)NC=1SC(=CN1)N1CCOCC1)NS(=O)(=O)C1=CC=C(C=C1)C)C